(2-methylpropyl)(ethyl)amine CC(CNCC)C